1,2-dichloro-4-vinylbenzene ClC1=C(C=C(C=C1)C=C)Cl